5-azido-8,9-difluoro-6-methyl-1,2,5,6-tetrahydro-4H-pyrrolo[3,2,1-ij]quinoline N(=[N+]=[N-])C1CN2C3=C(C(=C(C=C3C1C)F)F)CC2